C(CCC)(=O)N1CCC2(CC1)CC1(C2)C(N(C=2C1=C1C(=NC2)NC(=C1C=1C=C2C=NN(C2=CC1)C)C1=CN(C=C1)C)C)=O 1''-butyryl-6-methyl-1-(1-methyl-1H-indazol-5-yl)-2-(1-methyl-1H-pyrrol-3-yl)-3,6-dihydro-7H-dispiro[dipyrrolo[2,3-b:3',2'-d]pyridine-8,1'-cyclobutane-3',4''-piperidin]-7-one